6-(4-Hydroxypiperidin-1-yl)-2,2-dimethyl-N-(6-(1-methyl-1H-pyrazol-4-yl)pyridin-2-yl)-2,3-dihydrofuro[2,3-b]pyridine-5-carboxamide OC1CCN(CC1)C1=C(C=C2C(=N1)OC(C2)(C)C)C(=O)NC2=NC(=CC=C2)C=2C=NN(C2)C